O1CCC(=CC1)C1=CC2=C(N=CC(=C2NCCN2CCNCC2)C(F)(F)F)N1 2-(3,6-dihydro-2H-pyran-4-yl)-N-(2-(piperazin-1-yl)ethyl)-5-(trifluoromethyl)-1H-pyrrolo[2,3-b]pyridin-4-amine